N-methylpseudouridine CN1C=C([C@H]2[C@H](O)[C@H](O)[C@@H](CO)O2)C(NC1=O)=O